CC(C)C 2-methyl-propane